ClC1=C(C=CC=C1)C=1N=CN(C1C1CC1)CC=1C=C(C(=CC1)N)NC 4-[[4-(2-chlorophenyl)-5-cyclopropyl-imidazol-1-yl]methyl]-N2-methyl-benzene-1,2-diamine